C12OOC(CC1)CC2 dioxa-bicyclo[2.2.2]octane